CN(C(C(CC)(C)C)=O)CC1=C(C(=CC(=C1)F)F)F N,2,2-trimethyl-N-(2,3,5-trifluorobenzyl)butanamide